C(C)(C)N(C(CCCC)=O)C(C)C.C(C)(C)N(C(CCCC)=O)C(C)C.[Mn+2] manganese (II) bis(N,N-diisopropylpentanamide)